2-(3-(1-((1R,2S,3R,5R)-2-fluoro-1,5-dimethyl-8-azabicyclo[3.2.1]oct-6-en-3-yl)vinyl)-1,2,4-triazin-6-yl)-5-(4H-1,2,4-triazol-4-yl)phenol F[C@@H]1[C@]2(C=C[C@@](C[C@@H]1C(=C)C=1N=NC(=CN1)C1=C(C=C(C=C1)N1C=NN=C1)O)(N2)C)C